N1=CC(=CC=C1)N1N=C2C=CC=C(C2=C1)C(=O)NCC(F)(F)F 2-(3-pyridyl)-N-(2,2,2-trifluoroethyl)-2H-indazole-4-carboxamide